ClC1=C(C=C(C=C1)[C@@H](CC(=O)O)C1CC1)NC([C@@H]([C@H](C(F)(F)F)C)C=1C=C2CCCC2=CC1)=O (S)-3-(4-chloro-3-((2S,3R)-2-(2,3-dihydro-1H-inden-5-yl)-4,4,4-trifluoro-3-Methylbutyrylamino)phenyl)-3-cyclopropylpropionic acid